Methyl 3-(5-bromo-6-methoxy-indazol-2-yl)cyclobutanecarboxylate BrC1=CC2=CN(N=C2C=C1OC)C1CC(C1)C(=O)OC